FC(C1=NN=C(O1)C1=CC(=C(C=C1)CN(C(=O)N1CC(SCC1)C)C1=CC=CC=C1)F)F N-[[4-[5-(difluoromethyl)-1,3,4-oxadiazol-2-yl]-2-fluoro-phenyl]methyl]-2-methyl-N-phenyl-thiomorpholine-4-carboxamide